6-(2-aminofurfurylamino)-9-β-D-arabinofuranosylpurine NC1(CNC2=C3N=CN(C3=NC=N2)[C@H]2[C@@H](O)[C@H](O)[C@H](O2)CO)CC=CO1